OC1=C(C(=CC(=C1)C(F)(F)F)C)C=1C=CC=2C(N1)=NN(C2)C[C@H]2CC(NC2)=O (S)-4-((6-(2-hydroxy-6-methyl-4-(trifluoromethyl)phenyl)-2H-pyrazolo[3,4-b]pyridin-2-yl)methyl)pyrrolidin-2-one